C(C)(C)(C)OC(NCC1=C(C=C(C=C1)C1=NC=NN2C1=CC(=C2)COCCN2CCC(CC2)C2=CC=C(C=C2)NC2C(NC(CC2)=O)=O)C)=O.C2(=CC=CC=1C3=CC=CC=C3NC21)C2=CC=C(C=C2)C2=CC=CC=1C3=CC=CC=C3NC21 1,4-dicarbazolyl-benzene tert-butyl-N-[[4-[6-[2-[4-[4-[(2,6-dioxo-3-piperidyl)amino]phenyl]-1-piperidyl]ethoxymethyl]pyrrolo[2,1-f][1,2,4]triazin-4-yl]-2-methyl-phenyl]methyl]carbamate